CN1N=C(C(=C1C)C=1C=CC=C2C=C(NC12)C(=O)O)C 7-(1,3,5-trimethyl-1H-pyrazol-4-yl)-1H-indole-2-carboxylic acid